(2S)-3-[3-(Isopropyl-carbamoylamino)phenyl]-2-[(3R)-pyrrolidin-3-yl]propanoic acid C(C)(C)N(C=1C=C(C=CC1)C[C@H](C(=O)O)[C@@H]1CNCC1)C(N)=O